OCC1(CCC1)S(=O)(=O)C=1C=C(OC[C@H](CN[C@H]2COC3(C2)CCN(CC3)S(=O)(=O)C=3C=NC2=CC=CC=C2C3)O)C=CC1 (S)-1-(3-(1-(hydroxymethyl)cyclobutylsulfonyl)phenoxy)-3-((R)-8-(quinolin-3-ylsulfonyl)-1-oxa-8-azaspiro[4.5]decan-3-ylamino)propan-2-ol